tert-butyl (4-(2-((4-(tert-butyl)phenyl)amino)-2-oxoethyl)cyclohexyl)carbamate C(C)(C)(C)C1=CC=C(C=C1)NC(CC1CCC(CC1)NC(OC(C)(C)C)=O)=O